7,7'-bis((di(1H-indol-1-yl)phosphaneyl)oxy)-2,2',3,3'-tetrahydro-1,1'-spirobi[indene] N1(C=CC2=CC=CC=C12)P(OC=1C=CC=C2CCC3(C12)CCC1=CC=CC(=C13)OP(N1C=CC3=CC=CC=C13)N1C=CC3=CC=CC=C13)N1C=CC3=CC=CC=C13